2-METHYLPYRIDIN-4-amine CC1=NC=CC(=C1)N